[Fe].[Zr].[Hf].[Nb].[Cu] copper niobium-hafnium-zirconium iron